C1(CC1)NC1CCC(CC1)C1=NNC2=CC(=C(C=C12)CC)C=1C=C(C=2N(C1)N=CN2)C N-cyclopropyl-4-(5-ethyl-6-(8-methyl-[1,2,4]triazolo[1,5-a]pyridin-6-yl)-1H-indazol-3-yl)cyclohexan-1-amine